C1(CCCCC1)CCN(C(OC(C)(C)C)=O)CC1=C(C=CC=C1)NC(=O)N tert-butyl (2-cyclohexylethyl)(2-ureidobenzyl)carbamate